4-amino-5-(4-cyano-3-fluoro-benzoyl)thiazol NC=1N=CSC1C(C1=CC(=C(C=C1)C#N)F)=O